(S)-(4-(4-chloropyrazolo[1,5-a]pyridin-2-yl)-6,7-dihydro-1H-imidazo[4,5-c]pyridin-5(4H)-yl)(5-(1-(difluoromethyl)-1H-pyrazol-4-yl)-1,3,4-oxadiazol-2-yl)methanone ClC=1C=2N(C=CC1)N=C(C2)[C@H]2N(CCC1=C2N=CN1)C(=O)C=1OC(=NN1)C=1C=NN(C1)C(F)F